C1(=CC=C(C=C1)[Si]1(CCC1)C1=CC=C(C=C1)C)C 1,1-di-p-tolylsilacyclobutane